CC1(C(CC(CC1)C)(C)C)C#N 1,2,2,4-tetramethylcyclohexanecarbonitrile